N'-((1,2,3,5,6,7-hexahydro-s-indacen-4-yl)carbamoyl)-1-(4-(2-hydroxypropan-2-yl)phenyl)methane-sulfonimidamide C1CCC2=C(C=3CCCC3C=C12)NC(=O)N=S(=O)(N)CC1=CC=C(C=C1)C(C)(C)O